C(C)SC1=C(N=CN1C)C1=NC2=C(N=NC(=C2)C(C(F)(F)F)(F)F)N1C 6-[5-(ethylsulfanyl)-1-methyl-1H-imidazol-4-yl]-7-methyl-3-(pentafluoroethyl)-7H-imidazo[4,5-c]pyridazine